1-(1-ethoxyethoxy)pentane C(C)OC(C)OCCCCC